N-[2-[4-(hydroxymethyl)cyclohexyl]-6-(1-hydroxy-1-methyl-ethyl)indazol-5-yl]-N-methyl-6-(trifluoromethyl)pyridine-2-carboxamide OCC1CCC(CC1)N1N=C2C=C(C(=CC2=C1)N(C(=O)C1=NC(=CC=C1)C(F)(F)F)C)C(C)(C)O